1-butyl-2,3-dimethylimidazole nitrate [N+](=O)(O)[O-].C(CCC)N1C(N(C=C1)C)C